C(C)P([O-])(=O)CCCC ethyl-n-butylphosphinate